N1N=CC(=C1)C=1C2=C(C(=NC1)NCC=1C=C(C(=O)NCC=3SC(=CC3)C)C=CC1)CCO2 3-(((7-(1H-pyrazol-4-yl)-2,3-dihydrofuro[3,2-c]pyridin-4-yl)amino)methyl)-N-((5-methylthiophen-2-yl)methyl)benzamide